FC1=C(C=CC(=C1)F)S(=O)(=O)NC=1C(=NC=C(C1)C=1C=C2C(=NC=NC2=CC1)N1CCN(CC1)C(C(C(C)=O)=C)=O)OC 2,4-difluoro-N-(2-methoxy-5-(4-(4-(2-Methylene-3-oxobutanoyl)piperazin-1-yl)quinazolin-6-yl)pyridin-3-yl)benzenesulfonamide